dipalmitoyl-oxyethyl-hydroxyethyl-ammonium C(CCCCCCCCCCCCCCC)(=O)OC(C[NH2+]CCO)OC(CCCCCCCCCCCCCCC)=O